C(C1=CC=CC=C1)OC=1C(=C(CN2[C@H](CCC3=CC(=C(C=C23)OC(=O)OCC)OC)C(=O)OCC)C=CC1OC)Br Ethyl (R)-1-(3-(benzyloxy)-2-bromo-4-methoxybenzyl)-7-((ethoxycarbonyl) oxy)-6-methoxy-3,4-dihydroquinoline-2(1H)-carboxylate